Rac-(3aS,4R,6aR)-4-methyl-hexahydropyrrolo[3,4-b]pyrrole-5(1H)-carboxylic acid tert-butyl ester C(C)(C)(C)OC(=O)N1C[C@@H]2NCC[C@@H]2[C@H]1C |r|